3-(5-(trifluoromethyl)quinolin-8-yl)pyridine-2,6-diamine FC(C1=C2C=CC=NC2=C(C=C1)C=1C(=NC(=CC1)N)N)(F)F